C(C)(=O)C=1C(OC2=CC(=CC=C2C1)N(CC)CC)=O 3-acetyl-7-(diethylamino)coumarin